N-(3-(2-(3-fluoro-4-(4-methylpiperazin-1-yl)phenylamino)-7H-pyrrolo[2,3-d]pyrimidin-4-yloxy)phenyl)acrylamide fumarate salt C(\C=C\C(=O)O)(=O)O.FC=1C=C(C=CC1N1CCN(CC1)C)NC=1N=C(C2=C(N1)NC=C2)OC=2C=C(C=CC2)NC(C=C)=O